ClC=1C(N(C=C(C1C1=C(C=C(C=C1)F)Cl)C1=C(C(=CC(=C1)OC)OC)Cl)OC)=O 3-chloro-4-(2-chloro-4-fluorophenyl)-5-(2-chloro-3,5-dimethoxyphenyl)-1-methoxy-2(1H)-pyridone